ClC1=CC=C(C=C1)C=1C=C(C(N(N1)C=1C=NC=C(C1)F)=O)C(=O)N[C@H](CO)C 6-(4-chlorophenyl)-2-(5-fluoropyridin-3-yl)-N-[(2S)-1-hydroxyprop-2-yl]-3-oxo-2,3-dihydropyridazine-4-carboxamide